[Cl-].C1(=CC=CC=C1)C1=CC(=CC(=C1)C1=CC=CC=2N1C=[N+](C2)C2=C(C=CC=C2C(C)C)C(C)C)C2=CC=CC=C2 5-([1,1':3',1''-terphenyl]-5'-yl)-2-(2,6-diisopropylphenyl)imidazo[1,5-a]pyridin-2-ium chloride